CC1=NC(=CC=C1)C1=CN=CN1COCC[Si](C)(C)C 2-methyl-6-(1-((2-(trimethylsilyl)ethoxy)methyl)-1H-imidazol-5-yl)pyridine